C(#N)C1=CC(=CC2=CC=CC=C12)C#N 1,3-dicyano-naphthalene